2-bromo-4-(2,2,2-trifluoroethoxy)benzoic acid ethyl ester C(C)OC(C1=C(C=C(C=C1)OCC(F)(F)F)Br)=O